3,4,5-tris(((S)-3,7-dimethyloctyl)oxy)aniline C[C@H](CCOC=1C=C(N)C=C(C1OCC[C@H](CCCC(C)C)C)OCC[C@H](CCCC(C)C)C)CCCC(C)C